COC(=O)C=1C=NC2=C3C(=C4C(=C2C1)C=CC=C4)C=CC=C3 3-Dibenzo[f,h]quinolinecarboxylic acid methyl ester